C1(CCCC1)C1CC(N(C1)C(=O)OC(C)(C)C)C(N[C@H](C(=O)OC)C[C@H]1C(NCCC1)=O)=O tert-butyl 4-cyclopentyl-2-[[(1S)-2-methoxy-2-oxo-1-[[(3S)-2-oxo-3-piperidyl]methyl]ethyl]carbamoyl]pyrrolidine-1-carboxylate